C(C)(C)(C)OC(=O)N1[C@@H](CCC1)C=1C=C(C=C2CCN(CC12)C1=CC(=NC=C1)C)Cl.C[C@H]1NCOC1 (R)-4-methyl-oxazolidine tert-butyl-(S)-2-(6-chloro-2-(2-methylpyridin-4-yl)-1,2,3,4-tetrahydroisoquinolin-8-yl)pyrrolidine-1-carboxylate